(4-bromo-6-fluoro-7-methoxy-1H-benzo[d]imidazol-2-yl)methanol BrC1=CC(=C(C=2NC(=NC21)CO)OC)F